(2S,3S,4R,5R)-5-(2-(5-ethylpyridin-3-yl)-6-((3-methylbenzyl)amino)-9H-purin-9-yl)-3,4-dihydroxyl-N-(methyl-d3)tetrahydrofuran-2-formamide C(C)C=1C=C(C=NC1)C1=NC(=C2N=CN(C2=N1)[C@H]1[C@@H]([C@@H]([C@H](O1)C(=O)NC([2H])([2H])[2H])O)O)NCC1=CC(=CC=C1)C